6-(benzyloxy)-2-iodo-6,7,8,9-tetrahydrothieno[2,3-c]chromen-4-one C(C1=CC=CC=C1)OC1CCCC=2C3=C(C(OC12)=O)SC(=C3)I